[Si](C)(C)(C(C)(C)C)OCC1=CC(=NC=C1C)C(C1=C(C=2N(C=C1)C(=NN2)C(F)(F)F)C)Cl 7-((4-(((tert-butyldimethylsilyl)oxy)methyl)-5-methylpyridin-2-yl)chloromethyl)-8-methyl-3-(trifluoromethyl)-[1,2,4]triazolo[4,3-a]pyridine